C(CCC)SC1=C(C=CC=C1)C(C1=CC=C(C=C1)O)(C1=CC=CC=C1)O 4-((2-(butylthio)phenyl)(hydroxy)(phenyl)methyl)phenol